C(N)(OCC(NC1=C(C(N(C2=NC(=C(C=C12)Cl)C1=C(C=CC=C1OC)F)C=1C(=NC=CC1C)C(C)C)=O)NC(CCl)=O)C(C)(C)C)=O (tert-butyl 2-((6-chloro-3-(2-chloroacetamido)-7-(2-fluoro-6-methoxyphenyl)-1-(2-isopropyl-4-methylpyridin-3-yl)-2-oxo-1,2-dihydro-1,8-naphthyridin-4-yl) amino) ethyl) carbamate